C(CCCCCCCCC)(=O)[O-] n-Decanoat